3-[(6-{6,6-Difluoro-3-azabicyclo[3.1.0]hex-3-yl}-2-ethylpyridin-3-yl)methyl]-1,2-oxazole-5-carboxylic acid ethyl ester C(C)OC(=O)C1=CC(=NO1)CC=1C(=NC(=CC1)N1CC2C(C2C1)(F)F)CC